COC1=CC=C(C=C1)C(OC[C@]12O[C@H]([C@H](N(C1)C1=NC=CN=C1)[C@@H]2CC(=O)[O-])N2C(NC(C(=C2)C)=O)=O)(C2=CC=CC=C2)C2=CC=C(C=C2)OC [(1R,3R,4R,7S)-1-[[bis(4-methoxyphenyl)-phenylmethoxy]methyl]-3-(5-methyl-2,4-dioxopyrimidin-1-yl)-5-pyrazin-2-yl-2-oxa-5-azabicyclo[2.2.1]heptan-7-yl]acetate